benzyl benzoate (phenylmethyl benzoate) C1(=CC=CC=C1)CC1=C(C(=O)O)C=CC=C1.C(C1=CC=CC=C1)(=O)OCC1=CC=CC=C1